ClC1=NN(C(=C1)C(=O)NC(C(=O)O)C=CC(C)(C)C)C 2-(3-chloro-1-methyl-5-pyrazolylcarbonylamino)-5,5-dimethyl-3-hexenoic acid